C(C)(C)C1=CC=C(C=C1)C(CC=O)C 3-(p-isopropylphenyl)butanal